C(\C=C/C(=O)OCCCC)(=O)O[Si](C1=CC=CC=C1)(C1=CC=CC=C1)C(C)(C)C (tert-butyldiphenylsilyl) (n-butyl) maleate